3,6-diphenyl-1,3,5-triazine C1(=CC=CC=C1)N1CN=C(N=C1)C1=CC=CC=C1